C1(=CC=CC=C1)C1=NNC(C1)C1=CC=CC=C1 3,5-diphenyl-4,5-dihydro-1H-pyrazole